COCC1=C(C(=CC(=C1)C(C)(C)C)COC)O 2,6-Bis(methoxymethyl)-4-tert-butylphenol